ClC1=CC=NC2=CC(=C(C=C12)C(NC)=O)OCC1(CC1)NC(OC(C)(C)C)=O tert-Butyl (1-(((4-chloro-6-(methylcarbamoyl)quinolin-7-yl)oxy)methyl)cyclopropyl)carbamate